1-{4-[3-(2-Chlorophenyl)-1,2-oxazol-5-yl]phenyl}piperidine ClC1=C(C=CC=C1)C1=NOC(=C1)C1=CC=C(C=C1)N1CCCCC1